O[C@@H]1CNCCN(C1)C=1C=C2CN3[C@@H](C2=CC1)CN(C[C@H]3C)C3=C1C=CC=NC1=C(C=C3)C#N 5-[(4R,10bS)-8-[(6R)-6-hydroxy-1,4-diazepan-1-yl]-4-methyl-3,4,6,10b-tetrahydro-1H-pyrazino[2,1-a]isoindol-2-yl]quinoline-8-carbonitrile